dichloro-4-(5-cyclopropyl-1H-pyrazol-3-yl)pyrimidine ClC=1C(=NC(=NC1)Cl)C1=NNC(=C1)C1CC1